CN1CCN(CC1)C=1C2=CNN=C2C(=CC1)C(=O)N 4-(4-methyl-piperazin-1-yl)-2H-indazole-7-carboxamide